O(C1=CC=CC=C1)C1=CC=C(C=C1)C1=NN2C(NCC[C@@H]2C2CCN(CC2)C(C=C)=O)=C1C(=O)N (7R)-2-(4-phenoxyphenyl)-7-(1-prop-2-enoylpiperidin-4-yl)-4,5,6,7-tetrahydropyrazolo[1,5-a]pyrimidine-3-carboxamide